tert-butyl 3-(3-(4,4,5,5-tetramethyl-1,3,2-dioxaborolan-2-yl)phenyl)-6,7-dihydro-[1,2,3]triazolo[1,5-a]pyrazine-5(4H)-carboxylate CC1(OB(OC1(C)C)C=1C=C(C=CC1)C=1N=NN2C1CN(CC2)C(=O)OC(C)(C)C)C